P(=O)#CC(=O)OCCCCCCOC(C=C)=O acryloyloxyhexyl phosphorylacetate